OC1=CC=C(C=C1)C1(CC(CC(C1)C)C)C1=CC=C(C=C1)O 1,1-bis(4-hydroxyphenyl)-3,5-dimethylcyclohexane